C(C)[C@](C#CC1=CC=C(C(=O)OC)C=C1)(CCOC)O |r| Methyl (rac)-4-(3-ethyl-3-hydroxy-5-methoxypent-1-yn-1-yl)benzoate